OC1=CC=C2C=C(C(OC2=C1)=O)C(=O)NCCOCCOCCOCCOCCOCCOCCOCCOCCC(NCCC1=CC=C(C=C1)O)=O 7-hydroxy-N-(30-(4-hydroxyphenyl)-27-oxo-3,6,9,12,15,18,21,24-octaoxa-28-azatriacontyl)-2-oxo-2H-chromene-3-carboxamide